(5S)-5-{[(2S)-2-(Hydroxymethyl)pyrrolidin-1-yl]carbonyl}-2-(4-methylbenzyl)-5,6,7,8-tetrahydro[1,2,4]triazolo[4,3-a]pyridin-3(2H)-on OC[C@H]1N(CCC1)C(=O)[C@@H]1CCCC=2N1C(N(N2)CC2=CC=C(C=C2)C)=O